FC(CC12CC(C1)(C2)C(=O)O)F 3-(2,2-difluoroethyl)bicyclo[1.1.1]pentane-1-carboxylic acid